(4-chlorophenyl)-5-(trifluoromethyl)-1H-pyrazole-4-carboxylic acid ethyl ester C(C)OC(=O)C=1C=NN(C1C(F)(F)F)C1=CC=C(C=C1)Cl